5-(4-((S)-3-(tert-butoxy)-2-((1,3-dioxoisoindolin-2-yl)oxy)-3-oxopropoxy)phenyl)-1-methylpyridine-1-ium C(C)(C)(C)OC([C@H](COC1=CC=C(C=C1)C=1C=CC=[N+](C1)C)ON1C(C2=CC=CC=C2C1=O)=O)=O